butyl (3R)-4-(4-bromo-5-chloro-6-fluoro-2-methyl-2H-indazole-7-carbonyl)-3-(hydroxymethyl)piperazine-1-carboxylate BrC=1C2=CN(N=C2C(=C(C1Cl)F)C(=O)N1[C@H](CN(CC1)C(=O)OCCCC)CO)C